[3-(dimethylamino) propyl]-11-methyl-6-oxo-4-{3-[(1-oxohexyl) oxy] propyl}-7,11-diaza-5-oxadodec-1-yl hexanoate C(CCCCC)(=O)OCCCC(OC(NCCCN(CCCCN(C)C)C)=O)CCCOC(CCCCC)=O